(S)-tert-butyl 4-(1-(1-(imidazo[1,2-a]pyridin-6-yl)ethyl)-1H-[1,2,3]triazolo[4,5-b]pyrazin-6-yl)-1H-pyrazole-1-carboxylate N=1C=CN2C1C=CC(=C2)[C@H](C)N2N=NC=1C2=NC(=CN1)C=1C=NN(C1)C(=O)OC(C)(C)C